4-(3-fluoro-4-methoxyphenyl)-5-methyl-N-(1-methyl-1H-pyrazol-4-yl)pyrimidin-2-amine FC=1C=C(C=CC1OC)C1=NC(=NC=C1C)NC=1C=NN(C1)C